sodium-silicon-aluminum salt [Al].[Si].[Na]